6-[4-[2-(2-methoxyethoxy)phenyl]-3-[3-[(prop-2-enylamino)methyl]phenyl]-6,7-dihydro-5H-cyclopenta[c]pyridin-1-yl]-3,4-dihydro-1H-isoquinoline-2-carboxylic acid tert-butyl ester C(C)(C)(C)OC(=O)N1CC2=CC=C(C=C2CC1)C1=NC(=C(C2=C1CCC2)C2=C(C=CC=C2)OCCOC)C2=CC(=CC=C2)CNCC=C